BrC1=NN2C(OC(C2)(C)COCC2CC2)=C1 6-bromo-2-((cyclopropylmethoxy)methyl)-2-methyl-2,3-dihydropyrazolo[5,1-b]oxazole